3-methylbutanamidol CC(CCN)C